N-(bis(4-fluorophenyl)methylene)-aniline FC1=CC=C(C=C1)C(=NC1=CC=CC=C1)C1=CC=C(C=C1)F